N-(t-butoxycarbonyl)pentyl-L-prolyl-S-(phenylethynyl)-L-cysteine methyl ester COC([C@@H](NC([C@H]1N(CCC1)CCCCCC(=O)OC(C)(C)C)=O)CSC#CC1=CC=CC=C1)=O